ClC1=NC2=CC=CC=C2C=C1 2-Chloroquinoline